(S)-2-((1-(5-([1,1'-biphenyl]-4-yl)-1,3,4-oxadiazol-2-yl)ethyl)carbamoyl)-4-methoxypyridin-3-yl isobutyl carbonate C(OC=1C(=NC=CC1OC)C(N[C@@H](C)C=1OC(=NN1)C1=CC=C(C=C1)C1=CC=CC=C1)=O)(OCC(C)C)=O